1-heptyl-3-methylpyridinium cyanide [C-]#N.C(CCCCCC)[N+]1=CC(=CC=C1)C